tert-butyl 4-(1-(3-chloro-2-cyanophenyl)-3,3-dimethyl-2-oxoindolin-6-yl)-3,3-dimethylpiperazine-1-carboxylate ClC=1C(=C(C=CC1)N1C(C(C2=CC=C(C=C12)N1C(CN(CC1)C(=O)OC(C)(C)C)(C)C)(C)C)=O)C#N